NC1=NC(=C2N=CN(C2=N1)[C@H]1C=CCC1)OC (1S,4R)-4-(2-amino-6-methoxy-9H-purin-9-yl)cyclopent-2-en